((4-cyanophenyl)amino)-4-((2-methoxy-3-(1-methyl-1H-1,2,4-triazol-3-yl)phenyl)amino)pyrimidine-5-carboxylic acid lithium [Li].C(#N)C1=CC=C(C=C1)NC1=NC=C(C(=N1)NC1=C(C(=CC=C1)C1=NN(C=N1)C)OC)C(=O)O